CC=1C=2C3=C(COC2C=CC1)C=C(S3)C(=O)NCCCN3CCC(CC3)C 9-methyl-N-[3-(4-methylpiperidin-1-yl)propyl]-4H-thieno[3,2-c]chromene-2-carboxamide